tert-butyl N-(2-{4-[7-(oxan-4-yl)-3-oxopyrido[2,3-b]pyrazin-4-yl]piperidine-1-carbonyl}-5-(trifluoromethoxy)phenyl)carbamate O1CCC(CC1)C1=CC2=C(N(C(C=N2)=O)C2CCN(CC2)C(=O)C2=C(C=C(C=C2)OC(F)(F)F)NC(OC(C)(C)C)=O)N=C1